C(C)(C)(C)OC(=O)N1[C@@H]([C@@H]2C[C@@H]2C1)C(=O)O |o1:8,9,11| (1R,2S,5S)-REL-3-[(tert-butoxy)carbonyl]-3-azabicyclo[3.1.0]hexane-2-carboxylic acid